COC1=NC(=CC=C1N)C1=NN(C=C1)C methoxy-6-(1-methyl-1H-pyrazol-3-yl)pyridin-3-amine